(5z,8z,11z,14z)-18-hydroxyeicosa-5,8,11,14-tetraenoic acid OC(CC\C=C/C\C=C/C\C=C/C\C=C/CCCC(=O)O)CC